4,5-dehydro-L-leucine CC(=C)C[C@@H](C(=O)O)N